tert-butyl 2-((4-aminophenyl) sulfonyl)-7-azaspiro[3.5]nonane-7-carboxylate NC1=CC=C(C=C1)S(=O)(=O)C1CC2(C1)CCN(CC2)C(=O)OC(C)(C)C